O1C(=CC=C1C(=O)Cl)C(=O)Cl furan-2,5-dicarboxylic acid dichloride